tert-butyl (1-(5-((diphenylmethylene)amino)pyridin-3-yl)cyclobutyl)carbamate C1(=CC=CC=C1)C(C1=CC=CC=C1)=NC=1C=C(C=NC1)C1(CCC1)NC(OC(C)(C)C)=O